2-(2-((5-(3-(aminomethyl)phenyl)-1-cyclobutyl-1H-indazol-3-yl)methoxy)phenyl)acetic acid NCC=1C=C(C=CC1)C=1C=C2C(=NN(C2=CC1)C1CCC1)COC1=C(C=CC=C1)CC(=O)O